[Cl-].C(C)(C)(C)O[Cr+](OC(C)(C)C)OC(C)(C)C tri-tert-butoxychromium chloride